3-cyclopropyl-N-methyl-1-(2-(1-methyl-1H-pyrazol-4-yl)-3-(trifluoromethyl)quinolin-5-yl)-5,6-dihydroimidazo[1,5-a]pyrazine-7(8H)-carboxamide C1(CC1)C1=NC(=C2N1CCN(C2)C(=O)NC)C2=C1C=C(C(=NC1=CC=C2)C=2C=NN(C2)C)C(F)(F)F